O1CCN(CC1)CCCOC1=CC=C(C=C1)NC1=NC=CC(=N1)NC=1C=NC2=CC=C(C=C2C1)O 3-{2-[p-(3-morpholinopropoxy)phenylamino]-4-pyrimidinylamino}-6-quinolinol